2-(2-isopropylphenyl)-6H-pyrimido[5,4-b][1,4]oxazin-7(8H)-one C(C)(C)C1=C(C=CC=C1)C=1N=CC=2OCC(NC2N1)=O